1-(4-(bicyclo[2.2.2]oct-5-en-2-ylmethoxy)benzyl)-N-(3-fluoropropyl)azetidine-3-carboxamide C12C(CC(C=C1)CC2)COC2=CC=C(CN1CC(C1)C(=O)NCCCF)C=C2